(R)-N-((1R)-1-((2R,3S,5R)-5-azido-3-(benzyloxy)-6-(p-tolylthio)tetrahydro-2H-pyran-2-yl)ethyl)-2-methylpropane-2-sulfinamide N(=[N+]=[N-])[C@@H]1C[C@@H]([C@H](OC1SC1=CC=C(C=C1)C)[C@@H](C)N[S@](=O)C(C)(C)C)OCC1=CC=CC=C1